N1=CN=CC(=C1)C1=CN(C2=NC=CC(=C21)N2CCC(CC2)NC(OC(C)(C)C)=O)COCC[Si](C)(C)C tert-butyl N-[1-[3-pyrimidin-5-yl-1-(2-trimethylsilylethoxymethyl) pyrrolo[2,3-b]pyridin-4-yl]-4-piperidyl]carbamate